(4-(tributylstannyl)pyrimidin-2-yl)-6,7-dihydro-4H-pyrazolo[5,1-c][1,4]oxazin-3-amine C(CCC)[Sn](C1=NC(=NC=C1)C1=NN2C(COCC2)=C1N)(CCCC)CCCC